NC1=NC=CC=C1C1(NC=2C(=NC(=CC2)N2CC(NCCC2)=O)N1)C1=CC(=NC=C1)N 4-(2-(2-Aminopyridin-3-yl)-5-(3-oxo-1,4-diazepan-1-yl)-3H-imidazo[4,5-b]pyridin-2-yl)pyridin-2-amine